BrC=1C(=NC(=NC1)Cl)N1CCN(CC1)C1=C(C=C(C=N1)N1C(O[C@H](C1)CNC(C)=O)=O)F (S)-N-((3-(6-(4-(5-bromo-2-chloropyrimidin-4-yl)piperazin-1-yl)-5-fluoropyridin-3-yl)-2-oxazolidinone-5-yl)methyl)acetamide